1-(5,6,7,8-tetrahydroimidazo[1,5-a]pyrazin-3-yl)ethan-1-one C=1N=C(N2C1CNCC2)C(C)=O